CC1=CC(=NC(=N1)N)Cl The molecule is an aminopyrimidine compound having its amino group at position 2 and chloro and methyl substituents at positions 4 and 6 respectively. It has a role as a nitrification inhibitor.